N-(adamantan-1-yl)-2-((6-(3,3-difluorocyclobutyl)-2-oxo-1,2-dihydropyrimidin-4-yl)oxy)acetamide C12(CC3CC(CC(C1)C3)C2)NC(COC2=NC(NC(=C2)C2CC(C2)(F)F)=O)=O